C(C)OP(=O)(OCC)CC(=O)OCC ethyl 2-diethoxyphosphorylacetate